C(C)C1(C(=NC2=C(C=C(C=C12)C1=NCN(C=C1F)C1=NC=C(C=C1)N1CCN(CC1)CC)F)C)C 4-(3-ethyl-7-fluoro-2,3-dimethyl-3H-indol-5-yl)-N-(5-(4-ethylpiperazin-1-yl)pyridin-2-yl)-5-fluoropyrimidine